2-phenyl-ethylenebisstearamide C1(=CC=CC=C1)C(CCCCCCCCCCCCCCCCCCC(=O)N)CCCCCCCCCCCCCCCCCC(=O)N